allylbenzene-1,4-diol C(C=C)C1=C(C=CC(=C1)O)O